4-chloro-1,3-dihydroisobenzofuran-1-ol ClC1=C2COC(C2=CC=C1)O